FC1=C(C=C(C=C1)F)C(C)N(C(CN1C(NC2=CC=CC=C2C1=O)=O)=O)C N-(1-(2,5-difluorophenyl)ethyl)-2-(2,4-dioxo-1,4-dihydroquinazolin-3(2H)-yl)-N-methylacetamide